1,1-Dibutylpyrrolidinium chloride [Cl-].C(CCC)[N+]1(CCCC1)CCCC